6-methoxy-2-methyl-2,3-dihydrophthalazine-1,4-dione COC=1C=C2C(NN(C(C2=CC1)=O)C)=O